The molecule is a polysaccharide derivative with a repeating unit consisting of beta-D-galactosyl, beta-D-galactosyl and beta-D-glucosyl residues linked sequentially (1->3) and (1->4), to the galactosyl residue at the non-reducing end of which is attached an N-acetyl-alpha-neuraminyl-(2->6)-beta-D-galactosyl-(1->4)-N-acetyl-beta-D-glucosaminyl trisaccharide unit via a (1->3) linkage, with all repeating units being linked (1->6). Capsular polysaccharide of Streptococcus suis serotype 14. CC(=O)N[C@@H]1[C@H](C[C@@](O[C@H]1[C@@H]([C@@H](CO)O)O)(C(=O)O)OC[C@@H]2[C@@H]([C@@H]([C@H]([C@@H](O2)O[C@@H]3[C@H](O[C@H]([C@@H]([C@H]3O)NC(=O)C)O[C@H]4[C@H]([C@H](O[C@H]([C@@H]4O)O[C@H]5[C@H]([C@H](O[C@H]([C@@H]5O)O[C@@H]6[C@H](O[C@H]([C@@H]([C@H]6O)O)O)CO)CO)O)CO)O)CO)O)O)O)O